4-Benzoylphenyl 3-chloro-5-(5-chloro-3-(N-(4-ethoxy-3-methoxyphenyl)-N-methylsulfamoyl)thiophene-2-carboxamido)benzoate ClC=1C=C(C(=O)OC2=CC=C(C=C2)C(C2=CC=CC=C2)=O)C=C(C1)NC(=O)C=1SC(=CC1S(N(C)C1=CC(=C(C=C1)OCC)OC)(=O)=O)Cl